2-{[(2R,7aS)-2-fluorotetrahydro-1H-pyrrolizin-7a(5H)-yl]methoxy}-7-(tetrahydro-2H-pyran-4-yl)-7H-purin-6-ol F[C@@H]1C[C@@]2(CCCN2C1)COC1=NC(=C2N(C=NC2=N1)C1CCOCC1)O